N-((1-methyl-1H-benzo[d][1,2,3]triazol-5-yl)methyl)-4-(5-methyl-2-((1-methyl-1H-pyrazol-5-yl)amino)pyrimidin-4-yl)oxazole-2-carboxamide CN1N=NC2=C1C=CC(=C2)CNC(=O)C=2OC=C(N2)C2=NC(=NC=C2C)NC2=CC=NN2C